N-ethylpyridine bis-trifluoromethanesulfonimide salt [N-](S(=O)(=O)C(F)(F)F)S(=O)(=O)C(F)(F)F.[N-](S(=O)(=O)C(F)(F)F)S(=O)(=O)C(F)(F)F.C(C)N1CC=CC=C1